7-amino-6-bromo-N-((1R)-1-(2-pyrimidinyl)ethyl)-N-((5-(trifluoromethyl)-2-pyridinyl)methyl)-1,8-naphthyridine-3-carboxamide NC1=C(C=C2C=C(C=NC2=N1)C(=O)N(CC1=NC=C(C=C1)C(F)(F)F)[C@H](C)C1=NC=CC=N1)Br